(S)-2-chloro-N-(5-chloro-6-(1-methyl-1H-tetrazol-5-yl)pyridin-3-yl)-8,8-dimethyl-7,8-dihydro-6H-cyclopenta[e]pyrazolo[1,5-a]pyrimidine-6-carboxamide ClC1=NN2C(N=CC3=C2C(C[C@@H]3C(=O)NC=3C=NC(=C(C3)Cl)C3=NN=NN3C)(C)C)=C1